6-(2-furoyl)amino-3-(propyl)amino-1,2,3,4-tetrahydro-9H-carbazole O1C(=CC=C1)C(=O)NC=1C=C2C=3CC(CCC3NC2=CC1)NCCC